(3-FLUORO-5-FORMYL-PHENYL)-CARBAMIC ACID TERT-BUTYL ESTER C(C)(C)(C)OC(NC1=CC(=CC(=C1)C=O)F)=O